NC1=C(CN([C@@H]2CC[C@H](CC2)S)C)C(=CC=C1)Cl trans-4-[(2-Amino-6-chloro-benzyl)-methylamino]-cyclohexanthiol